C(CCCCCCCCCCC)N(C1=CC2=C(C(=CC(O2)=O)COC(C(=C)C)=O)C=C1)CCCCCCCCCCCC 2-methyl-2-propenoic acid [7-(didodecylamino)-2-oxo-2H-1-benzopyran-4-yl]methyl ester